C1(CC1)C1=NC2=C(N1)C=C(C=C2C(O)(C2OCCC2)C2=NC=CC=C2)C2=C(N=NN2C)C (2-cyclopropyl-6-(1,4-dimethyl-1H-1,2,3-triazol-5-yl)-1H-benzo[d]imidazol-4-yl)(pyridin-2-yl)(tetrahydrofuran-2-yl)methanol